Cl.C(C)\N=N\CCCN(C)C 3-[(E)-ethylazo]-N,N-dimethyl-propan-1-amine hydrochloride